S1C(=CC=C1)C1(CCCCC1)N1CCCCC1 1-[1-(2-Thienyl)-cyclohexyl]piperidine